α-ethylhexanoic acid chloride C(C)C(C(=O)Cl)CCCC